2-Amino-4-(5-chloro-7-((3R,4S)-3-(dimethylamino)-4-hydroxypyrrolidin-1-yl)-1,3-dihydrofuro[3,4-f]quinolin-4-yl)-7-fluorothieno[3,2-c]pyridine-3-carbonitrile NC1=C(C=2C(=NC=C(C2S1)F)C1=C2C(=C3C=CC(=NC3=C1Cl)N1C[C@H]([C@H](C1)O)N(C)C)COC2)C#N